ethyl 3-cyano-2-hydroxy-7,7-dimethyl-6,7-dihydro-5H-cyclopenta[b]pyridine-4-carboxylate C(#N)C=1C(=C2C(=NC1O)C(CC2)(C)C)C(=O)OCC